FC1=C(C=CC=C1)C1=NN2C(N=CC=C2)=C1C(=O)N[C@@H]1C(NC2=C(C(=N1)C1=CC=CC=C1)C=CC=C2)=O (2-Fluorophenyl)-N-[(3S)-2-oxo-5-phenyl-1,3-dihydro-1,4-benzodiazepine-3-Yl]pyrazolo[1,5-a]pyrimidine-3-carboxamide